meglumine (N-methyl-D-glucamine) salt CNC[C@H](O)[C@@H](O)[C@H](O)[C@H](O)CO.N(C)C[C@H](O)[C@@H](O)[C@H](O)[C@H](O)CO